2-((S)-3-(pyridin-4-yloxy)pyrrolidin-1-yl)propenamide N1=CC=C(C=C1)O[C@@H]1CN(CC1)C(C(=O)N)=C